1,2,6,7,8,9-hexahydro-pyrrolo[3,4-c]cinnolin-3-one C1NC(C=2N=NC=3CCCCC3C21)=O